2,6-diisopropyl-4-iodoaniline C(C)(C)C1=C(N)C(=CC(=C1)I)C(C)C